2-ethyl-1H-1,3-benzodiazole-5-carboxamide C(C)C1=NC2=C(N1)C=CC(=C2)C(=O)N